C1(CCCCC1)[C@@H](C(=O)N1CCN(CC1)C(=O)C=1N(C2=CC(=C(C=C2C1)F)F)CCOCCOCCOCCO)NC(OC(C)(C)C)=O Tert-Butyl N-[(1S)-1-cyclohexyl-2-(4-{[5,6-difluoro-1-(2-{2-[2-(2-hydroxyethoxy)ethoxy]ethoxy}ethyl)-1H-indol-2-yl]carbonyl}piperazin-1-yl)-2-oxoethyl]carbamate